FC=1C=C(N2N=C(N=CC21)N[C@H]2[C@@H](COCC2)O)C2(CC2)C=C (3S,4R)-4-((5-fluoro-7-(1-vinylcyclopropyl)pyrrolo[2,1-f][1,2,4]triazin-2-yl)amino)tetrahydro-2H-pyran-3-ol